C(C)OC(=O)C1N(C(CC1)=O)CC#C 5-oxo-1-(prop-2-yn-1-yl)pyrrolidine-2-carboxylic acid ethyl ester